(R)-1-(4'-(4-fluoro-5-(((1-phenylethoxy)carbonyl)amino)-1H-pyrazol-1-yl)-2-methyl-[1,1'-biphenyl]-4-yl)cyclopropane-1-carboxylic acid FC=1C=NN(C1NC(=O)O[C@H](C)C1=CC=CC=C1)C1=CC=C(C=C1)C1=C(C=C(C=C1)C1(CC1)C(=O)O)C